BrC=1C(=NC=CN1)C(=O)N(C)C 3-bromo-N,N-dimethylpyrazine-2-carboxamide